Cl.C(=O)C=1C=C(C=C(C1)C)C[C@H](C(=O)O)[C@@H]1CNCC1 (2S)-3-(3-Formyl-5-methylphenyl)-2-[(3R)-pyrrolidin-3-yl]propanoic acid hydrochloride